N[C@H](C(=O)O)CC1=CC=C(C=C1)N=[N+]=[N-] (S)-2-amino-3-(4-azidophenyl)propionic acid